(1s,2r,3s,5r)-5-(4-chloro-7H-pyrrolo[2,3-d]pyrimidin-7-yl)-3-(fluoromethyl)-3-(hydroxymethyl)cyclopentane-1,2-diol ClC=1C2=C(N=CN1)N(C=C2)[C@@H]2C[C@@]([C@H]([C@H]2O)O)(CO)CF